N-(3-trimethoxysilylpropyl)-urea CO[Si](CCCNC(=O)N)(OC)OC